2,3-dihydro-1,5-dimethyl-3-oxo-2-phenyl-1H-pyrazole-4-carboxaldehyde CN1N(C(C(=C1C)C=O)=O)C1=CC=CC=C1